bis[(9H-fluoren-9-yl)methyl][(1R)-1-(5-{[(3R)-pyrrolidin-3-yl]methyl}-1,3,4-oxadiazol-2-yl)pentane-1,5-diyl]biscarbamate C1=CC=CC=2C3=CC=CC=C3C(C12)COC(N[C@H](CCCCNC(OCC1C2=CC=CC=C2C=2C=CC=CC12)=O)C=1OC(=NN1)C[C@@H]1CNCC1)=O